3-4-nitrophenyl-4-[6-(1-methyl-1H-pyrazol-4-yl)pyrazolo[1,5-a]pyridin-3-yl]piperazine-1-carboxylate [N+](=O)([O-])C1=CC=C(C=C1)C1CN(CCN1C=1C=NN2C1C=CC(=C2)C=2C=NN(C2)C)C(=O)[O-]